NCC1=C(C(=O)O)C=CC(=C1)S(N)(=O)=O 2-(aminomethyl)-4-sulfamoylbenzoic acid